OC1(CC2(CC(C2)C(=O)O)C1)C1=CC=C(C=C1)OC 6-hydroxy-6-(4-methoxyphenyl)spiro[3.3]heptane-2-carboxylic acid